OC(C)(C)[C@H]1[C@H](C[C@@H](CC1)C)O (1S,2R,5R)-2-(1-hydroxy-1-methylethyl)-5-methylcyclohexanol